(R)-3-(1H-benzo[d]imidazol-2-yl)-N-(1-cyanopyrrolidin-3-yl)azetidine-1-carboxamide N1C(=NC2=C1C=CC=C2)C2CN(C2)C(=O)N[C@H]2CN(CC2)C#N